N-Hydroxysuccinamide ONC(CCC(=O)N)=O